(E)-N-benzyl-6-iodohex-5-en-1-amine C(C1=CC=CC=C1)NCCCC\C=C\I